Methyl 5-((2-(1-(2-((tert-butoxycarbonyl)amino)ethyl)-1H-pyrazol-4-yl)ethyl)amino)benzo[c][2,6]naphthyridine-8-carboxylate C(C)(C)(C)OC(=O)NCCN1N=CC(=C1)CCNC1=NC2=C(C3=CN=CC=C13)C=CC(=C2)C(=O)OC